C12(CCCC2C1)NC(=O)OCC1=CC=CC=C1 benzyl bicyclo[3.1.0]Hexane-1-carbamate